(hexahydropyrrolo[3,4-c]pyrrol-2(1H)-yl)(pyrrolidin-1-yl)methanone C1N(CC2C1CNC2)C(=O)N2CCCC2